FC1=CC=C(CN2C3=CC=CC=C3C=3C=CN=CC23)C=C1 (E)-(9-(4-fluorobenzyl)-β-carboline)